C(C)OC(CC1CCN(CC1)C1=C2CCN(C2=CC=C1)C(=O)OCC1=CC=CC=C1)=O benzyl 4-[4-(2-ethoxy-2-oxo-ethyl)-1-piperidyl]indoline-1-carboxylate